5-tert-butyl 7-methyl 7-fluoro-5-azaspiro[3.4]octane-5,7-dicarboxylate FC1(CN(C2(CCC2)C1)C(=O)OC(C)(C)C)C(=O)OC